ClCOC(N(C)C(C(=O)C1=CC2=C(OCO2)C=C1)C)=O.C[Si](CCOCN1C(=NC=C1)C(F)(F)F)(C)C trimethyl-[2-[[2-(trifluoromethyl)imidazol-1-yl]methoxy]ethyl]silane chloromethyl-N-[2-(1,3-benzodioxol-5-yl)-1-methyl-2-oxo-ethyl]-N-methyl-carbamate